Cl[Ru](C1N(CCN1C1=C(C=C(C=C1C)C)C)C1=C(C=C(C=C1C)C)C)(P(C1CCCCC1)(C1CCCCC1)C1CCCCC1)(=CC1=CC=CC=C1)Cl 2-[dichloro(phenylmethylidene)(tricyclohexyl-lambda5-phosphanyl)ruthenio]-1,3-bis(2,4,6-trimethylphenyl)imidazolidine